6-[[3-(trifluoromethyl-sulfonyl)phenyl]methyl]-2,6-diazaspiro[3.4]octane FC(S(=O)(=O)C=1C=C(C=CC1)CN1CC2(CNC2)CC1)(F)F